N-(4-fluorophenyl)-6-[3-trifluoromethylphenoxy]-2-pyridinecarboxamide FC1=CC=C(C=C1)NC(=O)C1=NC(=CC=C1)OC1=CC(=CC=C1)C(F)(F)F